sodium monofluorosulfate S(=O)(=O)([O-])F.[Na+]